1-heptyl-1-ethylpiperidinium triflate [O-]S(=O)(=O)C(F)(F)F.C(CCCCCC)[N+]1(CCCCC1)CC